4-(2-chloro-4-fluorophenyl)-7-(((2R)-1-(3-(methylsulfonyl)piperidin-1-yl)-1-oxopropan-2-yl)oxy)isoquinolin-1(2H)-one ClC1=C(C=CC(=C1)F)C1=CNC(C2=CC(=CC=C12)O[C@@H](C(=O)N1CC(CCC1)S(=O)(=O)C)C)=O